Ethyl (E)-4-{[4-(3-chloro-10-methyl-11-oxo-10,11-dihydro-5H-dibenzo[b,e][1,4]diazepin-5-yl)butyl]amino}but-2-enoate maleate C(\C=C/C(=O)O)(=O)O.ClC=1C=CC2=C(N(C3=C(N(C2=O)C)C=CC=C3)CCCCNC/C=C/C(=O)OCC)C1